3-Benzyl-N-methyl-N-(m-tolyl)-5-(trifluoromethyl)-3-azabicyclo[3.1.0]hexane-1-carboxamide C(C1=CC=CC=C1)N1CC2(CC2(C1)C(F)(F)F)C(=O)N(C=1C=C(C=CC1)C)C